ClC=1C=NC2=C(C(=CC=C2C1)Cl)C(=O)Cl 3,7-dichloro-8-quinolineformyl chloride